N-[3-[2-(difluoromethoxy)-5-[1-(4-hydroxy-1-methyl-pyrrolidin-3-yl)pyrazol-4-yl]oxy-phenyl]-1-methyl-pyrazol-4-yl]pyrazolo[1,5-a]pyrimidine-3-carboxamide FC(OC1=C(C=C(C=C1)OC=1C=NN(C1)C1CN(CC1O)C)C1=NN(C=C1NC(=O)C=1C=NN2C1N=CC=C2)C)F